tert-Butyl 2-(methylsulfonyloxymethyl)-6-azaspiro[3.4]octane-6-carboxylate CS(=O)(=O)OCC1CC2(C1)CN(CC2)C(=O)OC(C)(C)C